C(C)(C)(C)OC(=O)N1CCC(CC1)CN1CCN(CC1)C1=CC=C(C=C1)Br 4-{[4-(4-bromophenyl)piperazin-1-yl]Methyl}piperidine-1-carboxylic acid tert-butyl ester